(1R,2S,5S)-8-(((2,3-dihydrobenzo[b][1,4]dioxin-6-yl)methyl)(methyl)carbamoyl)-3-(diphenylcarbamoyl)-3,8-diazabicyclo[3.2.1]octane-2-carboxylic acid O1C2=C(OCC1)C=C(C=C2)CN(C(=O)N2[C@H]1[C@H](N(C[C@@H]2CC1)C(N(C1=CC=CC=C1)C1=CC=CC=C1)=O)C(=O)O)C